BrC=1C=CC(=NC1)C(CCOC(F)F)N1N=CC(=C1)C1=CC=C(C(=O)OC(C)(C)C)C=C1 tert-Butyl 4-(1-(1-(5-bromopyridin-2-yl)-3-(difluoromethoxy)propyl)-1H-pyrazol-4-yl)benzoate